(S)-N-ethyl-N-((5-(5-methyl-3,4,5,6-tetrahydropyridin-2-yl)benzo[d]thiazol-2-yl)methyl)propan-2-amine C(C)N(C(C)C)CC=1SC2=C(N1)C=C(C=C2)C2=NC[C@H](CC2)C